C(OC1=C(C=C(C(=C1)I)CCC)OC)(OC1=C(C=C(C(=C1)I)CCC)OC)=O bis(5-iodo-2-methoxy-4-propylphenyl) carbonate